C(C)(C)(C)N1N=CC(=C1F)C(=O)NC1=CC(=C(C=C1)C)C1=CC=2N(C(=C1)N1CCOCC1)C=NN2 1-Tert-butyl-5-fluoro-N-{4-methyl-3-[5-(morpholin-4-yl)-[1,2,4]triazolo[4,3-a]pyridin-7-yl]phenyl}pyrazole-4-carboxamide